CC1(C(NC(N1)=O)=O)C L-5,5-dimethyl-hydantoin